CC1(CCNCC1)NC(OC(C)(C)C)=O tert-butyl (4-methylpiperidine-4-yl)carbamate